3-(4,4-difluoropiperidin-1-yl)-7,8-dihydro-1,6-naphthyridin FC1(CCN(CC1)C=1C=NC=2CCN=CC2C1)F